Azepin-3(4H)-one N=1CC(CC=CC1)=O